C(C(C)C)[P+](C)(CC(C)C)CC(C)C Triisobutyl-(methyl)phosphonium